CO[C@@H]1C[C@H](CNC1)N1N=C(C=2C1=NC=NC2N)C2=CC=C(C=C2)OC2=CC=CC=C2 1-((3r,5r)-5-methoxypiperidin-3-yl)-3-(4-phenoxyphenyl)-1H-pyrazolo[3,4-d]pyrimidin-4-amine